C1(=CC=CC=C1)[C@H](CCC(=O)OCC)NC(=O)N1CC2=CC=CC(=C2CC1)C1=CC=C(C=C1)C(F)(F)F ethyl (S)-4-phenyl-4-(5-(4-(trifluoromethyl)phenyl)-1,2,3,4-tetrahydroisoquinoline-2-carboxamido)butanoate